(3S)-3-[4-({1-[(1-{1-[6-(2-HYDROXYPHENYL)PYRIDAZIN-4-YL]-4-PHENYLPIPERIDINE-4-CARBONYL}PIPERIDIN-4-YL)METHYL]PIPERIDIN-4-YL}METHOXY)PHENYL]PIPERIDINE-2,6-DIONE OC1=C(C=CC=C1)C1=CC(=CN=N1)N1CCC(CC1)(C(=O)N1CCC(CC1)CN1CCC(CC1)COC1=CC=C(C=C1)[C@H]1C(NC(CC1)=O)=O)C1=CC=CC=C1